NC1=CC=C(C=C1)B(O)O p-aminophenylboronic acid